4-chloro-5-methyl-5,8-dihydropyrido[2,3-d]pyrimidin-7(6H)-one ClC=1C2=C(N=CN1)NC(CC2C)=O